4-(4-(3-hydroxypropyl)-2-methoxyphenoxy)-4-oxobutanoic acid OCCCC1=CC(=C(OC(CCC(=O)O)=O)C=C1)OC